D-(+)-lactosamine OC1[C@H](N)[C@@H](O)[C@H](O[C@H]2[C@H](O)[C@@H](O)[C@@H](O)[C@H](O2)CO)[C@H](O1)CO